NC1=C(CNC=2C=C(OCC(=O)OCC)C=CC2F)C=CC=C1 ethyl 2-(3-((2-aminobenzyl)amino)-4-fluorophenoxy)acetate